CC(C(=O)O)=C(CC(=O)O)C 2,3-dimethyl-pent-2-enedioic acid